C(C1=CC=CC=C1)OC=1C(C(=CN2C1C(N1[C@H]([C@H](C[C@@H]([C@H]2C1)O)CO)C)=O)C(=O)NCC1=C(C=C(C=C1)F)F)=O (3S,4S,6S,7R)-12-(benzyloxy)-N-(2,4-difluorobenzyl)-6-hydroxy-4-(hydroxymethyl)-3-methyl-1,11-dioxo-1,4,5,6,7,11-hexahydro-3H-2,7-methanopyrido[1,2-a][1,4]diazonine-10-carboxamide